1,3-bis-(3-aminopropyl) tetramethyldisiloxane isopropyl (S)-2-((S)-2-(2-cyanoacetoxy)-3-(1H-indol-3-yl)propanamido)-6-diazo-5-oxohexanoate C(#N)CC(=O)O[C@H](C(=O)N[C@H](C(=O)OC(C)C)CCC(C=[N+]=[N-])=O)CC1=CNC2=CC=CC=C12.NCCC[Si](O[Si](CCCN)(C)C)(C)C